(1S,3R)-methyl 3-(8-chloroimidazo[1,5-a]pyrazin-3-yl)-1-methylcyclopentanecarboxylate ClC=1C=2N(C=CN1)C(=NC2)[C@H]2C[C@](CC2)(C(=O)OC)C